ClC=1C=C(C=CC1)[C@H]1[C@@H](CN(CC1)C(=O)C=1C=2N(C=CC1)C=NC2)N(C(=O)C=2NC1=CC=CC=C1C2)C N-((3S,4S)-4-(3-chlorophenyl)-1-(imidazo[1,5-a]pyridine-8-carbonyl)piperidin-3-yl)-N-methyl-1H-indole-2-carboxamide